N[C@H]1CN(C[C@@H](C1)F)C(=O)C=1C=C(C=2N(C1)N=C(C2C)C=2N(C1=CC(=CC=C1C2)C=2C(=C1C=CC(NC1=C(C2)F)=O)C)CC2CC2)OC 6-(2-{6-[(3r,5r)-3-amino-5-fluoropiperidine-1-carbonyl]-4-methoxy-3-methylpyrazolo[1,5-a]pyridin-2-yl}-1-(cyclopropylmethyl)-1H-indol-6-yl)-8-fluoro-5-methyl-1,2-dihydro-quinolin-2-one